(R)-N-(1-(3-amino-5-(trifluoromethyl)phenyl)ethyl)-9-cyclopropyl-2,6-dimethyl-6,7,8,9-tetrahydropyrazino[2',3':5,6]pyrido[2,3-d]pyrimidin-4-amine NC=1C=C(C=C(C1)C(F)(F)F)[C@@H](C)NC=1C2=C(N=C(N1)C)N=C1C(=C2)N(CCN1C1CC1)C